[4-acetyl-3-[3-(difluoromethyl)-5-methyl-pyrazol-1-yl]phenyl]boronic acid C(C)(=O)C1=C(C=C(C=C1)B(O)O)N1N=C(C=C1C)C(F)F